(S)-(1-Hydroxyhex-2-yl)carbamic acid OC[C@H](CCCC)NC(O)=O